7-(1-(2-(2-ethylbutylamino)-2-oxo-ethyl)-2-oxo-1,2-dihydro-pyridin-3-ylamino)-6-(1-methyl-1H-imidazole-5-carboxamido)-7-oxohept-2-enoic acid methyl ester COC(C=CCCC(C(=O)NC=1C(N(C=CC1)CC(=O)NCC(CC)CC)=O)NC(=O)C1=CN=CN1C)=O